1,3,4,6-tetramethyl-2-(2'-aminophenyl)-9H-carbazole CC1=C(C(=C(C=2C3=CC(=CC=C3NC12)C)C)C)C1=C(C=CC=C1)N